C[Si](C)(C)OCC1CO1 glycidyl trimethyl-silyl ether